OC1C=CCC(C1)C(=O)[O-] 5-hydroxycyclohex-3-ene-1-carboxylate